1,3-bis(4'-diethylamino-benzylidene)propanone C(C)N(C1=CC=C(C=CC(C=CC2=CC=C(C=C2)N(CC)CC)=O)C=C1)CC